methyl (1r,4r)-4-[(8-ethoxy-8-oxooctyl)(4-methyl-1,4-diazepane-1-carbonyl)amino]cyclohexane-1-carboxylate C(C)OC(CCCCCCCN(C1CCC(CC1)C(=O)OC)C(=O)N1CCN(CCC1)C)=O